sodium monocitrate bicarbonate C([O-])(O)=O.C(CC(O)(C(=O)O)CC(=O)O)(=O)O.[Na+]